(Z)-ethyl 6-((dimethylamino)methylene)-1-methyl-7-oxo-4,5,6,7-tetrahydro-1H-indazole-3-carboxylate CN(C)\C=C/1\CCC=2C(=NN(C2C1=O)C)C(=O)OCC